BrC1=C(C=C(C(=C1)Cl)OC)N1N=CC(=C1)OC 1-(2-bromo-4-chloro-5-methoxyphenyl)-4-methoxypyrazole